O[C@H]1[C@H]2C[C@@H]([C@](C1)(C2(C)C)C)O (+)-(1R,2S,4S,5R)-5-hydroxyborneol